4-(4-methylthiazol-5-yl)benzonitrile CC=1N=CSC1C1=CC=C(C#N)C=C1